O1C=COC=C1 di-oxin